S1C(=NC2=C1C=CC=C2)C[C@@H](C(N2[C@@H](CCC2)C(=O)N2C[C@H](OCC2)C2=CC=CC=C2)=O)NC(=O)C2=CC1=C(S2)C=CC(=C1)C(F)(F)P(O)(O)=O ((2-(((S)-3-(benzo[d]thiazol-2-yl)-1-oxo-1-((S)-2-((R)-2-phenylmorpholine-4-carbonyl)pyrrolidin-1-yl)propan-2-yl)carbamoyl)benzo[b]thiophen-5-yl)difluoromethyl)phosphonic acid